6-ethoxy-4-isopropoxybenzo[b]thiophene-2-carboxylic acid methyl ester COC(=O)C1=CC2=C(S1)C=C(C=C2OC(C)C)OCC